2-Methyl-tetradecanol CC(CO)CCCCCCCCCCCC